S(=O)(=O)(C1=CC=C(C)C=C1)N[C@@H](CCCCN)C(=O)O tosyl-lysine